4-(7-fluoro-1-((6-methylpyridazin-3-yl)methyl)-benzimidazol-2-yl)-1,2,5-oxadiazol-3-amine FC1=CC=CC2=C1N(C(=N2)C=2C(=NON2)N)CC=2N=NC(=CC2)C